(S)-4-((1-(8-(2-(azetidin-1-yl)pyrimidin-5-yl)-4-chloro-1-oxo-2-phenyl-1,2-dihydroisoquinolin-3-yl)ethyl)amino)pyrido[2,3-d]pyrimidin-5(8H)-one Lead nitrite N(=O)[O-].[Pb+2].N1(CCC1)C1=NC=C(C=N1)C=1C=CC=C2C(=C(N(C(C12)=O)C1=CC=CC=C1)[C@H](C)NC=1C2=C(N=CN1)NC=CC2=O)Cl.N(=O)[O-]